trans-4-(3-Hydroxypropoxy)-N-(4-(1-isopropyl-1H-pyrazol-4-yl)pyridin-2-yl)-N-((trans-4-(4-methoxy-3-methylphenyl)cyclohexyl)methyl)cyclohexanecarboxamide OCCCO[C@@H]1CC[C@H](CC1)C(=O)N(C[C@@H]1CC[C@H](CC1)C1=CC(=C(C=C1)OC)C)C1=NC=CC(=C1)C=1C=NN(C1)C(C)C